1-naphthylbutyrate C1(=CC=CC2=CC=CC=C12)OC(CCC)=O